ClC1=CC=C(N1)C(=O)N[C@H](C(=O)N[C@H](C(=O)OC)C[C@H]1C(NCCC1)=O)CC1CC1 (S)-methyl 2-((S)-2-(5-chloro-1H-pyrrole-2-carboxamido)-3-cyclopropylpropanamido)-3-((S)-2-oxopiperidin-3-yl)propanoate